ClC1=NC(=NC(=C1C=O)N[C@H](C)C1=C(C(=CC=C1)C(F)F)F)C |r| (±)-4-chloro-6-(1-(3-(difluoromethyl)-2-fluorophenyl)ethylamino)-2-methylpyrimidine-5-carbaldehyde